S1C(=NC2=C1C=CC=C2)NC2=C(C1=C(N=N2)N(CCC1)C1=CC=CC(=N1)C(=O)OC)C methyl 6-{3-[(1,3-benzothiazol-2-yl)amino]-methyl-5H,6H,7H,8H-pyrido[2,3-c]pyridazin-8-yl}pyridine-2-carboxylate